ClC1=C(C=C(C=C1)[C@H](C)N=C=O)Cl 1,2-Dichloro-4-[(1S)-1-isocyanatoethyl]benzene